1-(2-(benzylamino)-2-oxoethyl)-1-(2-((4-methyl-2-(methylcarbamoyl)thiophen-3-yl)amino)-2-oxoethyl)azepan-1-ium C(C1=CC=CC=C1)NC(C[N+]1(CCCCCC1)CC(=O)NC1=C(SC=C1C)C(NC)=O)=O